N-(4-(3-(piperidine-1-carbonyl)pyrazolo[1,5-a]Pyridin-7-yl)phenyl)cyclopropanecarboxamide N1(CCCCC1)C(=O)C=1C=NN2C1C=CC=C2C2=CC=C(C=C2)NC(=O)C2CC2